1-(4-(Trifluoromethoxy)phenyl)prop-2-yn-1-ol FC(OC1=CC=C(C=C1)C(C#C)O)(F)F